(S)-2-(1-cyclopropyl-3-methyl-4-oxo-1,4-dihydro-5H-pyrazolo[3,4-d]pyridazin-5-yl)-N-(1-(p-tolyl)ethyl)acetamide C1(CC1)N1N=C(C2=C1C=NN(C2=O)CC(=O)N[C@@H](C)C2=CC=C(C=C2)C)C